CC(CCC(C(=O)O)CCC)C 3-methyl-butyl-(valeric acid)